CC(OC(NCCCNC(CCOCC1(COCCC(NCCCNC(OC(CC(CCCC(N1)=O)C(=O)OCC1=CC=CC=C1)(C)C)=O)=O)COCCC(NCCCNC(OC(C)(C)C)=O)=O)=O)=O)(C)C benzyl 15,15-bis(13,13-dimethyl-5,11-dioxo-2,12-dioxa-6,10-diazatetradecyl)-2,2-dimethyl-4,10,17-trioxo-3,13-dioxa-5,9,16-triazacycloheneicosan-21-oate